nonaethylen glycol monododecyl ether C(CCCCCCCCCCC)OCCOCCOCCOCCOCCOCCOCCOCCOCCO